4-pentylnonyl 8-[2-[2-[2-(tert-butoxycarbonylamino)ethoxy]ethoxy]ethyl-[8-oxo-8-(4-pentylnonoxy)octyl]amino]octanoate C(C)(C)(C)OC(=O)NCCOCCOCCN(CCCCCCCC(=O)OCCCC(CCCCC)CCCCC)CCCCCCCC(OCCCC(CCCCC)CCCCC)=O